[4-(2-Bromoethoxy)phenyl]-2,2-difluoro-acetic acid ethyl ester C(C)OC(C(F)(F)C1=CC=C(C=C1)OCCBr)=O